OC(COC1=CC=2N(C(=C1)C=1C=NC(=CC1)N1CC3N(C(C1)C3)CC=3C=NC(=CC3)OC)C(=CN2)C#N)(C)C 7-(2-hydroxy-2-methylpropyloxy)-5-(6-(6-((6-methoxypyridin-3-yl)methyl)-3,6-diazabicyclo[3.1.1]heptan-3-yl)pyridin-3-yl)imidazo[1,2-a]pyridine-3-carbonitrile